α-cumylperoxyneodecaneate C(C)(C)(C1=CC=CC=C1)OOC(CCCCCC(C)(C)C)=O